(1S,2R)-2-fluorocyclopropane FC1CC1